(R)-2-propyloxirane C(CC)[C@H]1OC1